CS(=O)(=O)[O-].C(CCCCC)[N+]1(CCCC1)CCC 1-Hexyl-1-propylpyrrolidinium methansulfonat